C[C@]12C[C@H]([C@H]3[C@H]([C@]1(CC[C@@H]2C4CC(=O)OC4)O)CC[C@]5([C@@]3([C@@H](C[C@@H](C5)O)O)CO)O)O The molecule is a hexahydroxy steroidal lactone that is the 20,22-dihydro derivative of ouabagenin. It is a 1-hydroxy steroid, an 11alpha-hydroxy steroid, a 14beta-hydroxy steroid, a 19-hydroxy steroid, a 3beta-hydroxy steroid and a 5beta-hydroxy steroid. It derives from an ouabagenin.